pyrido[3,4-d]Pyrimidin-4(3H)-one N1=CNC(C2=C1C=NC=C2)=O